ClCC(=O)N1CC(N(CC1)C=1SC(=CC1)C)=O 4-(2-chloroacetyl)-1-(5-methylthiophen-2-yl)piperazin-2-one